eicosa-19-en-1,2,4-triol C(C(CC(CCCCCCCCCCCCCCC=C)O)O)O